ClC1=C(C=CC=C1)C1=C(C(=CC=C1)NC(=O)[C@H]1N(C[C@@H](C1)F)C(CN1N=C(C2=CC(=CC=C12)C=1C=NC=NC1)C(=O)N)=O)F 1-(2-((2S,4R)-2-(2'-chloro-2-fluorobiphenyl-3-ylcarbamoyl)-4-fluoropyrrolidin-1-yl)-2-oxoethyl)-5-(pyrimidin-5-yl)-1H-indazole-3-carboxamide